6-(4-bromo-phenyl)-2-{[methoxycarbonylmethyl-(4-methylphenylsulfonyl)-amino]-methyl}-nicotinic acid methyl ester COC(C1=C(N=C(C=C1)C1=CC=C(C=C1)Br)CN(S(=O)(=O)C1=CC=C(C=C1)C)CC(=O)OC)=O